FC1=C(C=C(C=C1)C1=NC(=NO1)CN1C(CC(CC1)C(=O)NC=1C=C2C=CNC2=CC1)C)C(F)(F)F 1-((5-(4-fluoro-3-(trifluoromethyl)phenyl)-1,2,4-oxadiazol-3-yl)methyl)-N-(1H-indol-5-yl)-2-methylpiperidine-4-carboxamide